tert-Butyl N-[(1R)-1-[3-(4,4,5,5-tetramethyl-1,3,2-dioxaborolan-2-yl)phenyl]ethyl]carbamate CC1(OB(OC1(C)C)C=1C=C(C=CC1)[C@@H](C)NC(OC(C)(C)C)=O)C